β-D-Mannuronic Acid O[C@H]1[C@@H](O)[C@@H](O)[C@H](O)[C@H](O1)C(=O)O